[ClH](=O)=O deoxychloric acid